(S)-(5-(3-(hydroxymethyl)pyrrolidin-1-yl)-1,3,4-thiadiazol-2-yl)(8-oxa-2-azaspiro[4.5]dec-2-yl)methanone OC[C@@H]1CN(CC1)C1=NN=C(S1)C(=O)N1CC2(CC1)CCOCC2